(S)-tert-butyl 3-(2-carbamoyl-4-(trifluoromethyl)thieno[2,3-b]pyridin-6-yl)-4-((3-chloro-2,4-difluorophenyl)(methyl)carbamoyl)-2-oxoimidazolidine-1-carboxylate C(N)(=O)C1=CC=2C(=NC(=CC2C(F)(F)F)N2C(N(C[C@H]2C(N(C)C2=C(C(=C(C=C2)F)Cl)F)=O)C(=O)OC(C)(C)C)=O)S1